racemic-(1R,5S,6r)-6-(4-bromo-1-oxoisoindolin-2-yl)-N-(3-methoxy-4-methylphenyl)bicyclo[3.1.0]hexane-3-carboxamide BrC1=C2CN(C(C2=CC=C1)=O)C1[C@H]2CC(C[C@@H]12)C(=O)NC1=CC(=C(C=C1)C)OC |r|